(S)-2-((tert-butoxycarbonyl)amino)-3-(4-(2-(4,4,5,5-tetramethyl-1,3,2-dioxaborolan-2-yl)ethoxy)phenyl)propanoic acid C(C)(C)(C)OC(=O)N[C@H](C(=O)O)CC1=CC=C(C=C1)OCCB1OC(C(O1)(C)C)(C)C